[N+](=O)([O-])C[N+](=O)[O-] Dinitromethan